NC(C(=O)O)CCCCCCCC α-amino-n-decanoic acid